N-(4-bromo-2,5-difluoro-phenyl)-5-(2-pyridyl)-1H-pyrrole-3-sulfonamide BrC1=CC(=C(C=C1F)NS(=O)(=O)C1=CNC(=C1)C1=NC=CC=C1)F